C12(CCC(CC1)O2)C#CC2=CC1=C([C@@H](CO1)N(C(=O)C1=CC=C3N=C(C=4N(C3=C1)C=NC4)N)C)C=C2 (S)-N-(6-((7-oxabicyclo[2.2.1]heptan-1-yl)ethynyl)-2,3-dihydrobenzofuran-3-yl)-4-amino-N-methylimidazo[1,5-a]quinoxaline-8-carboxamide